C(C1=CC=CC=C1)OC1=CC=C(C(=N)NO)C=C1 4-(benzyloxy)-N-hydroxybenzamidine